CS(=O)(=O)NCCN(NC=1C(=NON1)C(=NO)NC1=CC(=C(C=C1)F)Br)CCNS(=O)(=O)C 4-(2,2-bis(2-(methylsulfonylamino)ethyl)hydrazino)-N-(3-bromo-4-fluorophenyl)-N'-hydroxy-1,2,5-oxadiazole-3-carboxamidine